2-[[[4-[[(2S)-2-[[(2S)-2-(tert-butoxycarbonylamino)-3-methyl-butanoyl]amino]propanoyl]amino]phenyl]methoxycarbonyl-methyl-amino]methyl]benzoic acid C(C)(C)(C)OC(=O)N[C@H](C(=O)N[C@H](C(=O)NC1=CC=C(C=C1)COC(=O)N(C)CC1=C(C(=O)O)C=CC=C1)C)C(C)C